C(C)OCN1C=CC=2C(=CC=CC12)O 1-(ethoxymethyl)-1H-indol-4-ol